bis(4-benzenesulfonyloxy)-terephthalonitrile C1=CC=C(C=C1)S(=O)(=O)OC=1C(=C(C#N)C=CC1C#N)OS(=O)(=O)C1=CC=CC=C1